ClC1=NC=NC2=CC(=C3C(=C12)OCCO3)OC3CCOCC3 10-chloro-5-((tetrahydro-2H-pyran-4-yl)oxy)-2,3-dihydro-[1,4]dioxino[2,3-f]quinazoline